7-bromo-3-methyl-2,3-dihydropyrazolo[5,1-b]Oxazole BrC=1C=NN2C1OCC2C